manganese (II) compound with L-alanine N[C@@H](C)C(=O)O.[Mn+2]